C1=C(C=CC2=CC=CC=C12)C=1N=C(SC1)NC([O-])=O 4-(naphthalen-2-yl)thiazol-2-ylcarbamate